C1CC(CC)O1 1,3-epoxypentane